(RS)-5-[[6-[3-(Difluoromethyl)-4-fluoro-phenyl]pyrazolo[4,3-b]pyridin-1-yl]methyl]-1-methyl-pyrrolidin-2-one FC(C=1C=C(C=CC1F)C=1C=C2C(=NC1)C=NN2C[C@H]2CCC(N2C)=O)F |r|